[Br-].C(CCC)[N+]1=CC(=CC(=C1)C)C 1-butyl-3,5-dimethylpyridinium bromide